BrC1=CC(=C(C(=O)N(C)CCCOC)C=C1)Cl 4-bromo-2-chloro-N-(3-methoxypropyl)-N-methyl-benzamide